ethyl 4-bromo-1-(2,2-diethoxyethyl)-5-methyl-3-(pyrimidin-2-yl)-1H-pyrrole-2-carboxylate BrC=1C(=C(N(C1C)CC(OCC)OCC)C(=O)OCC)C1=NC=CC=N1